C(C)(C)(C)OC(=O)N1CC2CCC(C1)N2C=2SC1=C(N2)C(=CC(=C1)C(=O)OCC)C(=C)C ethyl 2-(3-(tert-butoxycarbonyl)-3,8-diazabicyclo[3.2.1]octan-8-yl)-4-(prop-1-en-2-yl)benzo[d]thiazole-6-carboxylate